6'-chloro-1',2,2',3,5,6-hexahydrospiro[pyran-4,3'-pyrrolo[2,3-b]pyridine]-2'-one ClC1=CC=C2C(=N1)NC(C21CCOCC1)=O